4-Fluoro-N-(2-((2S,3R)-2-methylpyrrolidin-3-yl)thieno[2,3-b]pyridin-4-yl)benzo[d]thiazol-5-amine FC1=C(C=CC2=C1N=CS2)NC2=C1C(=NC=C2)SC(=C1)[C@H]1[C@@H](NCC1)C